bis(1-methyl-heptyl)-p-phenylenediamine CC(CCCCCC)NC1=CC=C(C=C1)NC(CCCCCC)C